(S)-3-(4-nitropyrazole-1-yl)tetrahydrofuran [N+](=O)([O-])C=1C=NN(C1)[C@@H]1COCC1